ClC1=C(C(=O)NC2=C3C=NN(C3=CC=C2)C2=CC(=C(C=C2)OC(F)(F)F)C)C=C(C=C1)CNS(=O)(=O)C1CC1 2-Chloro-5-{[(cyclopropylsulfonyl)amino]methyl}-N-{1-[3-methyl-4-(trifluoromethoxy)phenyl]-1H-indazol-4-yl}benzamide